C(C)(C)(C)OC(=O)N1C(=CC2=CC=CC=C12)C1=C2C(=CN=C1)N(C=C2)C(C2=CC=C(C=C2)F)=O Tert-butyl-2-(1-(4-fluorobenzoyl)-1H-pyrrolo[2,3-c]pyridin-4-yl)-1H-indole-1-carboxylate